C(C)OC(=O)C1=C(C2=C(N=CN2C(F)F)C(=C1)C1=CC=C(C=C1)OC(F)(F)F)Br Ethyl-4-bromo-3-(difluoromethyl)-7-[4-(trifluoromethoxy)phenyl]benzimidazole-5-carboxylate